1-Diethylaminoethyl methacrylate C(C(=C)C)(=O)OC(C)N(CC)CC